BrC1=CC=NC2=CC(=C(C=C12)[N+](=O)[O-])OC 4-bromo-7-methoxy-6-nitroquinoline